tert-butyl N-[(1-cyclopropyl-1H-pyrazol-4-yl)[(3R)-1-methylpiperidin-3-yl]sulfamoyl]carbamate C1(CC1)N1N=CC(=C1)N(S(=O)(=O)NC(OC(C)(C)C)=O)[C@H]1CN(CCC1)C